C(C=CC1=CC=CC=C1)[Pd-](Cl)C1N(C=C2N1C(=CC=C2)C2=C(C=C(C=C2CC)CC)CC)C2=C(C=CC=C2C(C)C)C(C)C cinnamyl-(5-(2,4,6-triethylphenyl)-2-(2,6-diisopropylphenyl)-2,3-dihydroimidazo[1,5-a]pyridin-3-yl)chloropalladium (II)